1-(6-chloro-2-methyl-2H-indazole-5-yl)-3-(2,4,5-trifluoro-benzyl)guanidine ClC=1C(=CC2=CN(N=C2C1)C)NC(=N)NCC1=C(C=C(C(=C1)F)F)F